6-(5-(6-chloro-5-(5-methoxypyridin-3-yl)-1H-indol-2-yl)pyridin-2-yl)-2-oxa-6-azaspiro[3.3]heptane ClC1=C(C=C2C=C(NC2=C1)C=1C=CC(=NC1)N1CC2(COC2)C1)C=1C=NC=C(C1)OC